C1(CC1)C1=NOC=N1 Cyclopropyl-1,2,4-oxadiazol